5-((4-((S)-3-(3-cyano-5-fluorophenyl)isoxazolidine-2-carbonyl)cyclohexyl)oxy)-2-fluorobenzonitrile C(#N)C=1C=C(C=C(C1)F)[C@H]1N(OCC1)C(=O)C1CCC(CC1)OC=1C=CC(=C(C#N)C1)F